C1(CC1)CN1N=CC=2C1=NC(=NC2N2C[C@@H]1[C@H](C2)COC1)C#CC=1N(C=C(N1)C1=CC=CC=C1)COCC[Si](C)(C)C (3aR,6aS)-5-(1-(Cyclopropylmethyl)-6-((4-phenyl-1-((2-(trimethylsilyl)ethoxy)methyl)-1H-imidazol-2-yl)ethynyl)-1H-pyrazolo[3,4-d]pyrimidin-4-yl)hexahydro-1H-furo[3,4-c]pyrrole